(S)-4-acetamido-N-(1-(4-((4-cyclopropyl-1,5-naphthyridin-3-yl)amino)phenyl)-2,2,2-trifluoroethyl)-N-methylcyclohexane-1-carboxamide C(C)(=O)NC1CCC(CC1)C(=O)N(C)[C@H](C(F)(F)F)C1=CC=C(C=C1)NC=1C=NC2=CC=CN=C2C1C1CC1